FC1=C(OCCN2CCN(C(CC2)=O)C)C=CC(=C1)[N+](=O)[O-] 1-(2-(2-fluoro-4-nitrophenoxy)ethyl)-4-methyl-1,4-diazepan-5-one